methylene-bis-(4-amino-3-methyl benzoate) C(C1=C(C(=O)[O-])C=CC(=C1C)N)C1=C(C(=O)[O-])C=CC(=C1C)N